CC1=C(C=CC(=C1)C)C=1C=NC=2CCN(CC2C1)C=1C(=CC=2N(N1)C(C=C(N2)C)=O)C 7-(3-(2,4-dimethylphenyl)-7,8-dihydro-1,6-naphthyridin-6(5H)-yl)-2,8-dimethyl-4H-pyrimido[1,2-b]pyridazin-4-one